C1(CCCC1)C=1C=C(OC1)B(O)O 4-(CYCLOPENTYL)FURAN-2-BORONIC ACID